C12CN(CC(CCC1)CN2)C2=CC(=C(C=C2)NC(=O)C=2C(=CC=1N(C2)C=C(N1)C)OC)F N-(4-(3,9-diazabicyclo[3.3.2]decan-3-yl)-2-fluorophenyl)-7-methoxy-2-methylimidazo[1,2-a]pyridine-6-carboxamide